N[C@H]1CC(NC1)=O (S)-4-amino-2-pyrrolidone